COC=1C=C(C=CC1OC)C1=C(NC2=CN=C(C=C21)C2CCN(CC2)C2CCN(CC2)C(=O)C2=CC=CC=C2)C (4-(3-(3,4-Dimethoxyphenyl)-2-methyl-1H-pyrrolo[2,3-c]pyridin-5-yl)-[1,4'-bipiperidin]-1'-yl)(phenyl)methanon